4-methyl-N-(2-oxo-2-phenylethyl)benzenesulfonamide CC1=CC=C(C=C1)S(=O)(=O)NCC(C1=CC=CC=C1)=O